ClC1=CC=C(C=C1)C(CC(C(C)C1CCC(CC1)C1=CC=NC2=CC=C(C=C12)F)=O)=O 1-(4-chlorophenyl)-4-((1S,4S)-4-(6-fluoroquinolin-4-yl)cyclohexyl)pentane-1,3-dione